CC=1C(=NC(=NC1)NC=1C=NC(=CC1)N([C@@H]1CNCCC1)C)NC=1C=CC2=C(NC(O2)=O)C1 (S)-5-(5-methyl-2-(6-(methyl(piperidin-3-yl)amino)pyridin-3-ylamino)pyrimidin-4-ylamino)benzo[d]oxazol-2(3H)-one